N-(6-(6-(1-isopropyl-1H-pyrazol-4-yl)imidazo[1,2-b]pyridazin-3-yl)pyridin-2-yl)-6-azaspiro[3.4]octan-2-amine C(C)(C)N1N=CC(=C1)C=1C=CC=2N(N1)C(=CN2)C2=CC=CC(=N2)NC2CC1(C2)CNCC1